CN(CCOC1=CC(=NC=C1)C=1C=CC=C2C=NC(=NC12)NC1=CC=C(C=C1)N1CCOCC1)C 8-(4-(2-(dimethylamino)ethoxy)pyridin-2-yl)-N-(4-morpholinylphenyl)quinazolin-2-amine